BrC=1C(N(C=CC1N[C@@H]1C[C@@H](CN(C1)C)C1=CC=C(C(=O)O)C=C1)C)=O 4-[(3R,5R)-5-[(3-bromo-1-methyl-2-oxo-4-pyridyl)amino]-1-methyl-3-piperidyl]benzoic acid